O=C1NC(CCC1N1C(C2=CC=C(C=C2C1=O)C#CCNC(OC(C)(C)C)=O)=O)=O tert-butyl N-[3-[2-(2,6-dioxo-3-piperidyl)-1,3-dioxo-isoindolin-5-yl]prop-2-ynyl]carbamate